5-(6-fluoro-4-methoxyquinazolin-2-yl)oxolan-3-ol FC=1C=C2C(=NC(=NC2=CC1)C1CC(CO1)O)OC